FC(C=1C(=C(C=CC1)C(C)NC(=O)C1=CNC(C=C1NC1CCN(CC1)C)=O)F)F N-(1-(3-(difluoromethyl)-2-fluorophenyl)ethyl)-4-((1-methylpiperidin-4-yl)amino)-6-oxo-1,6-dihydropyridine-3-carboxamide